COC=1C(=C(CN(C(=O)C2=C(N(C=C2)C)C)C2=CC=C3C=NN(C3=C2)C2OCCCC2)C=CC1)C N-(3-methoxy-2-methylbenzyl)-1,2-dimethyl-N-[1-(tetrahydro-2H-pyran-2-yl)-1H-indazol-6-yl]-1H-pyrrole-3-carboxamide